C1(C=CC(N1CCCCCC(=O)N[C@@H](C(C)C)C(=O)O)=O)=O 6-Maleimidohexanoyl-valine